[Si](C)(C)(C(C)(C)C)OCC[C@H]1N(CCN(C1)C(=O)OCC1=CC=CC=C1)C(=O)OC(C)(C)C 4-Benzyl 1-tert-butyl (2R)-2-{[(tert-butyldimethylsilyl)oxy]ethyl}piperazine-1,4-dicarboxylate